COC=1C(=C(CN(C(=O)C=2C=C(N(C2C)C)C2=C(C(=O)OCC)C=CC(=C2)[N+](=O)[O-])C2=CC=C3C=NN(C3=C2)C2OCCCC2)C=CC1)C Ethyl 2-[4-({(3-methoxy-2-methylbenzyl)[1-(tetrahydro-2H-pyran-2-yl)-1H-indazol-6-yl] amino} carbonyl)-1,5-dimethyl-1H-pyrrol-2-yl]-4-nitrobenzoate